C(C)C=1NC2=CC=C(C=C2C1C)CNC1=NC(=NC(=N1)N)C (2-Ethyl-3-methyl-1H-indol-5-ylmethyl)-6-methyl-1,3,5-triazine-2,4-diamine